ClC1=NN=C(C2=CC(=C(C=C12)C1=C(C=CC=C1O)F)Cl)N1CCN(CC1)C(C=C)=O 1-(4-(4,7-dichloro-6-(2-fluoro-6-hydroxy-phenyl)-1-phthalazin-yl)-1-piperazinyl)-2-propen-1-one